CNC(=O)N1CC2(CC(NC2)=O)CCC1 N-methyl-3-oxo-2,7-diazaspiro[4.5]decane-7-carboxamide